C(=O)(O)C(CC=1C=C(C=CC1)CN(CC1=CC(=CC=C1)CC(C)(C(=O)O)[C@@H]1CNCC1)CC=1C=C(C=CC1)CC(C(=O)O)([C@@H]1CNCC1)C)(C)[C@@H]1CNCC1 3-[3-[[bis[[3-[2-carboxy-2-[(3R)-pyrrolidin-3-yl]propyl]phenyl]methyl]amino]methyl]phenyl]-2-methyl-2-[(3R)-pyrrolidin-3-yl]propanoic acid